N4-(5-cyclopropyl-1H-pyrazol-3-yl)-N2-(2-methyl-2-azaspiro[3.3]hept-6-yl)pyrimidine-2,4-diamine C1(CC1)C1=CC(=NN1)NC1=NC(=NC=C1)NC1CC2(CN(C2)C)C1